ClC=1C(=NC(=NC1)N[C@H]1CN(CC1)C(=O)C1=CC=C(C=C1)NC(C#C)=O)OC (R)-N-(4-(3-((5-chloro-4-methoxypyrimidin-2-yl)amino)pyrrolidine-1-carbonyl)phenyl)propiolamide